COC(=O)[C@H]1N(CC(C1)(C(F)(F)F)O)C(CNC(CCCOC1=CC=CC=C1)=O)=O (2S)-4-hydroxy-1-((4-phenoxybutyryl)glycyl)-4-(trifluoromethyl)pyrrolidine-2-carboxylic acid methyl ester